ClC=1N=C(C2=C(N1)C(=C(N=C2)Cl)C)N2C[C@](CCC2)(C)NC(OC(C)(C)C)=O tert-butyl (R)-(1-(2,7-dichloro-8-methylpyrido[4,3-d]pyrimidin-4-yl)-3-methylpiperidin-3-yl)carbamate